O1C(COCC1)C1NC2=CC(=CC=C2C1(C1=CC=CC=C1)C1=CC=CC=C1)Br 2-(1,4-dioxane-2-yl)-6-bromo-3,3-diphenylindoline